[(1S,2S,3R)-3,4-dibromo-2-fluoro-7-methylsulfonyl-2,3-dihydro-1H-inden-1-yl]acetate Br[C@H]1[C@H]([C@H](C2=C(C=CC(=C12)Br)S(=O)(=O)C)CC(=O)[O-])F